(3',5'-dichloro-5-((2-(4-methylpiperazin-1-yl)pyrimidin-5-yl)oxy)-[1,1'-biphenyl]-3-yl)methanol ClC=1C=C(C=C(C1)Cl)C1=CC(=CC(=C1)OC=1C=NC(=NC1)N1CCN(CC1)C)CO